N-[4-(naphthalen-1-yl)phenyl]-4-8-oxatricyclo[7.4.0.02,7]trideca-1(9),2(7),3,5,10,12-hexaen-6-yl-anilin C1(=CC=CC2=CC=CC=C12)C1=CC=C(C=C1)NC1=CC=C(C=C1)C1=CC=CC=2C=3C=CC=CC3OC12